FC(CON1C(C2=CC=CC=C2C1=O)=O)(F)F 2-(2,2,2-trifluoroethoxy)isoindoline-1,3-dione